1-(2-azaspiro[3.3]heptan-6-yl)-N-[[1-(trifluoromethyl)cyclopropyl]methyl]methanamine C1NCC12CC(C2)CNCC2(CC2)C(F)(F)F